(1-(((R)-1-(3-(difluoromethyl)-2-fluorophenyl)ethyl)amino)-4-oxo-3,4-dihydropyrido[3,4-d]pyridazin-7-yl)piperidine-1-carboxylic acid tert-butyl ester C(C)(C)(C)OC(=O)N1C(CCCC1)C1=CC2=C(C(NN=C2N[C@H](C)C2=C(C(=CC=C2)C(F)F)F)=O)C=N1